BrC=1C=C(C=2C(=CNC2C1)CCN(C)C)O 6-bromo-3-[2-(dimethylamino)ethyl]-1H-indol-4-ol